trans-5-chloro-N-(4-((3-(6-methoxy-2-methylpyridin-3-yl)-2-oxo-2,3-dihydro-1H-benzo[d]imidazol-1-yl)methyl)cyclohexyl)-2-methylnicotinamide ClC=1C=NC(=C(C(=O)N[C@@H]2CC[C@H](CC2)CN2C(N(C3=C2C=CC=C3)C=3C(=NC(=CC3)OC)C)=O)C1)C